4-methyl-3-[[1-methyl-6-(3-pyridinyl)-1H-pyrazolo[3,4-d]pyrimidin-4-yl]amino]-N-[3-(trifluoromethyl)phenyl]-benzamide CC1=C(C=C(C(=O)NC2=CC(=CC=C2)C(F)(F)F)C=C1)NC1=C2C(=NC(=N1)C=1C=NC=CC1)N(N=C2)C